CN(C1=CC=NC=C1)C 4-(dimethyl)aminopyridine